N-(4-propylphenyl)-1H-pyrrolo[2,3-b]pyridine-3-sulfonamide C(CC)C1=CC=C(C=C1)NS(=O)(=O)C1=CNC2=NC=CC=C21